C(C=CCCCCCCCC)(=O)[O-] undecenate